1-(2-chloro-5-methylpyridin-4-yl)-1H-imidazole-4-carboxylic acid methyl ester COC(=O)C=1N=CN(C1)C1=CC(=NC=C1C)Cl